Ethyl 1-(2-methoxy ethyl)-1H-1,2,3-triazole-5-carboxylate COCCN1N=NC=C1C(=O)OCC